C(#N)[Pd](C#N)(C#N)C#N.[Pt] platinum tetracyano-palladium